[(3E,4R)-3-ethylidene-1-(4-fluorophenethyl)piperidin-4-yl](1H-indol-2-yl)methanone C(/C)=C/1\CN(CC[C@H]1C(=O)C=1NC2=CC=CC=C2C1)CCC1=CC=C(C=C1)F